FC1=CC=C(C=C1)NC=1SC=2CN(CCC2N1)C1=C(C(=C(N=N1)C#N)C)C 6-(2-((4-fluorophenyl)amino)-6,7-dihydrothiazolo[5,4-c]pyridin-5(4H)-yl)-4,5-dimethylpyridazine-3-carbonitrile